ethyl (3,6-dimethyl-2-oxo-4,5-diphenyl-1(2H)-pyridinyl)carbamate CC=1C(N(C(=C(C1C1=CC=CC=C1)C1=CC=CC=C1)C)NC(OCC)=O)=O